BrC=1C=C(C=CC1)[C@@H](C)NC1=NC(=NC2=CC(=C(C=C12)OC)OCCCCCN1CCN(CC1)C(COC=1C=C2CN(C(C2=CC1F)=O)C1C(NC(CC1)=O)=O)=O)C 3-(5-(2-(4-(5-((4-(((R)-1-(3-bromophenyl)ethyl)amino)-6-methoxy-2-methyl-quinazolin-7-yl)oxy)pentyl)piperazin-1-yl)-2-oxoethoxy)-6-fluoro-1-oxoisoindolin-2-yl)-piperidine-2,6-dione